BrC=1SC(=CC1C1=C(C=CC=C1)F)C 2-bromo-3-(2-fluorophenyl)-5-methylthiophene